ClC1=C(C=CC(=C1)F)NC1=CC(=NC(=N1)SC)NCCNC(C1=C(N=CC=C1)OC)=O N-(2-(6-(2-chloro-4-fluorophenylamino)-2-(methylthio)pyrimidin-4-ylamino)ethyl)-2-methoxynicotinamide